1,3-bis-aminomethyl-cyclohexane NCC1CC(CCC1)CN